4-hydroxy-3-ketobutyl-coenzyme A OCC(CCSCCNC(CCNC([C@@H](C(COP(OP(OC[C@@H]1[C@H]([C@H]([C@@H](O1)N1C=NC=2C(N)=NC=NC12)O)OP(=O)(O)O)(=O)O)(=O)O)(C)C)O)=O)=O)=O